C1(CC1)COC=1C(=C(C=CC1)N1CCC2(CC1)C=1C=CC(=NC1C(N(C2)CC2(CNC2)O)=O)C=2C(=NC=CC2)OCC)C(F)(F)F 1'-[3-(cyclopropylmethoxy)-2-(trifluoromethyl)phenyl]-2-(2-ethoxypyridin-3-yl)-7-[(3-hydroxyazetidin-3-yl)methyl]spiro[6H-1,7-naphthyridine-5,4'-piperidine]-8-one